C(C=C)OC1=C(C(=O)OCC=C)C=CC(=C1OC(C)C)NC(C1=C(C(=C(C=C1)[N+](=O)[O-])OC(C)C)OCC=C)=O Allyl 2-(allyloxy)-4-(2-(allyloxy)-3-isopropoxy-4-nitrobenzamido)-3-isopropoxybenzoate